N-((1H-indazol-6-yl)methyl)-1-(3-fluoropyridin-2-yl)ethan-1-amine N1N=CC2=CC=C(C=C12)CNC(C)C1=NC=CC=C1F